6-(2-hydroxy-4-octyloxycarbonylethylphenyl)-s-triazine OC1=C(C=CC(=C1)CCC(=O)OCCCCCCCC)C1=NC=NC=N1